ClC=1C(=CC2=C([C@@H]([C@](O2)(C2=NC=CC=C2)CNC)C)C1C1=C(C(=O)N)C=CC(=C1F)OCCOC)F 2-((2R,3S,4S)-5-chloro-6-fluoro-3-methyl-2-((methylamino)methyl)-2-(pyridin-2-yl)-2,3-dihydrobenzofuran-4-yl)-3-fluoro-4-(2-methoxyethoxy)benzamide